(R)-3-[2-[3-[4-Amino-8-[3-(trifluoromethyl)azetidin-1-yl]pyrido[3,2-d]pyrimidin-6-yl]phenyl]ethynyl]-3-hydroxy-1-methyl-pyrrolidin-2-one NC=1C2=C(N=CN1)C(=CC(=N2)C=2C=C(C=CC2)C#C[C@]2(C(N(CC2)C)=O)O)N2CC(C2)C(F)(F)F